C(C(O)CC(=O)O)(=O)O cis-malic acid